1-benzyloxy-4-bromobenzene C(C1=CC=CC=C1)OC1=CC=C(C=C1)Br